1-(cis-5-((2-chlorobenzyl)(methyl)amino)octahydrocyclopenta[c]pyrrole-2-carbonyl)-1H-pyrazole-3-carboxamide ClC1=C(CN(C2CC3C(CN(C3)C(=O)N3N=C(C=C3)C(=O)N)C2)C)C=CC=C1